ClC=1C(=CC(=C(C1)C1=C(C=C(C=C1)F)C#CC)F)C(=O)NC=1C=NC(=C(C1)Cl)N1N=CC=N1 5-chloro-N-(5-chloro-6-(2H-1,2,3-triazol-2-yl)pyridin-3-yl)-2,4'-difluoro-2'-(propynyl)-(1,1'-biphenyl)-4-carboxamide